[5-[3-chloro-2-[(E)-2-(4-cyclopropylphenyl) ethenyl]-6-fluoro-phenyl]-1,3-dimethyl-6-oxo-pyridazin-4-yl] 2-methylpropionate CC(C(=O)OC=1C(=NN(C(C1C1=C(C(=CC=C1F)Cl)\C=C\C1=CC=C(C=C1)C1CC1)=O)C)C)C